6-chloro-2-{[5-chloro-1-(2,2-difluorocyclopropyl)-1H-pyrazol-4-yl]amino}quinazolin ClC=1C=C2C=NC(=NC2=CC1)NC=1C=NN(C1Cl)C1C(C1)(F)F